FC(C1=CC=C(OC2=C3C=CC(=CC3=CC=C2)C(=O)N)C=C1)(F)F 5-(4-(trifluoromethyl)phenoxy)-2-naphthamide